Cl.ClC1=CC=C(C=C1)C=1C=C(C(N(N1)C=1C=NN(C1)C)=O)C(=O)NC1(CCC2=NC=CC=C21)CO 6-(4-chlorophenyl)-N-(5-(hydroxymethyl)-6,7-dihydro-5H-cyclopenta[b]pyridin-5-yl)-2-(1-methyl-1H-pyrazol-4-yl)-3-oxo-2,3-dihydropyridazine-4-carboxamide hydrochloride